N[C@@H]1CC[C@H](CC1)NC(C=C)=O N-(trans-4-aminocyclohexyl)acrylamide